ClC1=C(C=C(C=C1)[C@H]1C(=C(NC(=N1)C=1SC=CN1)C12C3C4C5(C(C14)C2C53)C(=O)O)C(=O)OCC)F (S)-4-(6-(4-chloro-3-fluorophenyl)-5-(ethoxycarbonyl)-2-(thiazol-2-yl)-3,6-dihydropyrimidin-4-yl)cubane-1-carboxylic acid